O[C@@]12[C@@](OC=3C=NC=C(C31)OC)([C@H]([C@H]([C@H]2O)CNC)C2=CC=CC=C2)C2=CC=C(C#N)C=C2 |&1:12| rac-4-((4bS,5R,6S,7aR)-4b,5-dihydroxy-4-methoxy-6-((methylamino)methyl)-7-phenyl-4b,5,6,7-tetrahydro-7aH-cyclopenta[4,5]furo[2,3-c]pyridin-7a-yl)benzonitrile